t-butyl (S)-8-((1-(4-methoxybutanoyl) pyrrolidin-3-yl) amino)-3,4-dihydroisoquinoline-2(1H)-carboxylate COCCCC(=O)N1C[C@H](CC1)NC=1C=CC=C2CCN(CC12)C(=O)OC(C)(C)C